C(C)(C)(C)OC(=O)NCC1=CC(=C(C(=C1)C)NC(=O)C1=CC2=C(OCCC3=C2SC=C3)C=C1C=1C(=NC(=CC1)C(=O)N1C(CCC1)C1=CC=CC=C1)C(=O)OC)C methyl 3-(9-((4-(((tert-butoxycarbonyl)amino)methyl)-2,6-dimethylphenyl)carbamoyl)-4,5-dihydrobenzo[b]thieno[2,3-d]oxepin-8-yl)-6-(2-phenylpyrrolidine-1-carbonyl)picolinate